tert-butyl methyl(2-(methylamino)ethyl)carbamate hydrochloride Cl.CN(C(OC(C)(C)C)=O)CCNC